tributoxy(propyl)silane tert-butyl-4-(2-bromoacetyl)-1,4-diazepan-1-carboxylate C(C)(C)(C)OC(=O)N1CCN(CCC1)C(CBr)=O.C(CCC)O[Si](CCC)(OCCCC)OCCCC